octahydro-6,11b-(epiminoethano)naphtho[1,2-d]azepine-10-carboxamide C1CNCCC2C13C1=CC(=CC=C1CC2NCC3)C(=O)N